C1(=CC=CC=C1)P(=O)(OC1=C(C=CC=C1)OP(=O)(C1=CC=CC=C1)C1=CC=CC=C1)C1=CC=CC=C1 1,2-bis(diphenylphosphinyloxy)benzene